1-ethyl-trimethylimidazole zinc hexafluorophosphate F[P-](F)(F)(F)(F)F.[Zn+2].C(C)N1C(=NC(=C1C)C)C.F[P-](F)(F)(F)(F)F